N1-(p-isothiocyanatobenzyl)-DIETHYLENETRIAMINE N(=C=S)C1=CC=C(CNCCNCCN)C=C1